(3,7-dimethyloct-6-en-1-ylidene)-4-methoxybenzohydrazide CC(CC=NNC(C1=CC=C(C=C1)OC)=O)CCC=C(C)C